(S)-N-((S)-1-((2R,5'S)-5'-cyano-6-fluoro-3-oxo-3,4-dihydrospiro[benzo[b][1,4]oxazine-2,3'-pyrrolidin]-1'-yl)-4-methyl-1-oxopentan-2-yl)-N-methyl-2-(2,2,2-trifluoroacetamido)propanamide C(#N)[C@@H]1C[C@@]2(CN1C([C@H](CC(C)C)N(C([C@H](C)NC(C(F)(F)F)=O)=O)C)=O)C(NC1=C(O2)C=CC(=C1)F)=O